C(C)(=O)NNC(CC1(OCCO1)CCC1=CC=C(C=C1)F)=O N'-acetyl-2-(2-(4-fluorophenethyl)-1,3-dioxolan-2-yl)acetohydrazide